[F-].C(CCCCCC)[NH+]1C(=CC=C1)CCC 1-heptyl-2-propylpyrrolium fluoride